2-[[7-bromo-2-(4-cyclopropyl-6-methoxy-pyrimidin-5-yl)pyrrolo[3,2-d]pyrimidin-5-yl]methoxy]ethyl-trimethyl-silane BrC1=CN(C2=C1N=C(N=C2)C=2C(=NC=NC2OC)C2CC2)COCC[Si](C)(C)C